2-[(2R,5S)-2-(3-aminophenyl)-5-methyl-1-piperidyl]-N-(5-methyl-3-pyridyl)-2-oxo-acetamide NC=1C=C(C=CC1)[C@@H]1N(C[C@H](CC1)C)C(C(=O)NC=1C=NC=C(C1)C)=O